C(CCCCCCC\C=C\C=C\C=C\CCCC)(=O)O 9E,11E,13E-octadeca-9,11,13-trienoic acid